ClC=1C2=CN(N=C2C(=C(C1)C1=CC=C(C=C1)N1CCOCC1)CC)C(C(=O)OCC)C1=C2N(C=N1)C[C@@H](C2)F ethyl 2-(4-chloro-7-ethyl-6-(4-morpholinophenyl)-2H-indazol-2-yl)-2-((R)-6-fluoro-6,7-dihydro-5H-pyrrolo[1,2-c]imidazol-1-yl)acetate